2-(1-(6-ethoxypyridin-3-yl)azetidin-3-yl)-1-(5-methyl-3,6,7,8-tetrahydrocyclopenta[d]pyrrolo[3,4-b]pyridin-2(1H)-yl)ethan-1-one C(C)OC1=CC=C(C=N1)N1CC(C1)CC(=O)N1CC2=NC(=C3C(=C2C1)CCC3)C